1-(3-(4-Methylpiperazin-1-yl)benzo[d]isoxazol-6-yl)dihydropyrimidine-2,4(1H,3H)-dione CN1CCN(CC1)C1=NOC2=C1C=CC(=C2)N2C(NC(CC2)=O)=O